OC=1C(=CC=NC1)S(=O)(=O)N 5-hydroxy-pyridine-4-sulfonamide